6-amino-2-((1S,3R)-3-((5-(trifluoromethyl)thiazol-2-yl)amino)cyclohexyl)isoindolin-1-one NC1=CC=C2CN(C(C2=C1)=O)[C@@H]1C[C@@H](CCC1)NC=1SC(=CN1)C(F)(F)F